(S)-2-(4-(2-acetyl-5-chlorophenyl)-3-methoxy-6-oxopyridazin-1(6H)-yl)-3-phenyl-N-(4-aminosulfonylphenyl)propanamide C(C)(=O)C1=C(C=C(C=C1)Cl)C=1C(=NN(C(C1)=O)[C@H](C(=O)NC1=CC=C(C=C1)S(=O)(=O)N)CC1=CC=CC=C1)OC